C(C=C)N(NCC1=CC=CC=C1)C1=CC=CC=C1 (E)-1-allyl-2-benzyl-1-phenylhydrazine